FC(C=1C(=C(C=CC1F)[C@H]1[C@H](O[C@]([C@H]1C)(C(F)(F)F)C)C(=O)NC1=CC(=NC=C1)C(=O)N)OC)F (2S,3S,4S,5R)-4-[[3-[3-(Difluoromethyl)-4-fluoro-2-methoxy-phenyl]-4,5-dimethyl-5-(trifluoromethyl)tetrahydrofuran-2-carbonyl]amino]pyridin-2-carboxamid